4-hydroxy-2-methyl-6-oxo-1,6-dihydropyridine-3-carbonitrile OC=1C(=C(NC(C1)=O)C)C#N